4,4'-(3,6-dimethyleneoct-4-ene-1,8-diyl)bis(1-methylpiperazine) C=C(CCN1CCN(CC1)C)C=CC(CCN1CCN(CC1)C)=C